rac-methyl (R)-1-allyl-5-fluoro-2-(4-methoxybenzyl)-3-oxoisoindoline-1-carboxylate C(C=C)[C@]1(N(C(C2=CC(=CC=C12)F)=O)CC1=CC=C(C=C1)OC)C(=O)OC |r|